4-(5-cyano-2-methoxyphenyl)-N-(5-(cyclobutanecarbonyl)-4,5,6,7-tetrahydrothiazolo[5,4-c]pyridin-2-yl)-6-methylnicotinamide C(#N)C=1C=CC(=C(C1)C1=CC(=NC=C1C(=O)NC=1SC=2CN(CCC2N1)C(=O)C1CCC1)C)OC